CN(C)C(=[N+]1N=[N+](C2=NC=CC=C21)[O-])N(C)C 1-[Bis(dimethylamino)-methylene]-1H-1,2,3-triazolo[4,5-b]pyridinium-3-oxide